COC1=C(C=CC=C1)C=CCNCC(COC=1C=C2C=CC=NC2=CC1)O ((3-(2-methoxyphenyl)allyl)amino)-3-(quinolin-6-yloxy)propan-2-ol